C(C1=CC=CC=C1)OC=1C=CC2=C(C(=C(O2)C)C2(CC2)CO)C1 {1-[5-(benzyloxy)-2-methyl-1-benzofuran-3-yl]cyclopropyl}methanol